C1(CC1)N1N=C2C(N(C(C=C2N2[C@H](CN([C@@H](C2)C)C(C)C=2C=C3N=CC=NC3=CC2)C)=O)C)=C1 cyclopropyl-7-((2S,5R)-2,5-dimethyl-4-(1-(quinoxalin-6-yl)ethyl)piperazin-1-yl)-4-methyl-2,4-dihydro-5H-pyrazolo[4,3-b]pyridin-5-one